2-((4-(2,7-diazaspiro[3.5]non-2-yl)pyrimidin-5-yl)oxy)-5-fluoro-N,N-diisopropylbenzamide C1N(CC12CCNCC2)C2=NC=NC=C2OC2=C(C(=O)N(C(C)C)C(C)C)C=C(C=C2)F